FC=1C=C(C=C(C1)CCCCC)CC(=O)O 3-fluoro-5-pentylphenylacetic Acid